CC=1C(=C(CO[Si](C2=CC=CC=C2)(C2=CC=CC=C2)OCC2=C(C(=CC=C2)C)[N+](=O)[O-])C=CC1)[N+](=O)[O-] di(3-methyl-2-nitrobenzyloxy)diphenylsilane